4-{5-[(3,5-Dimethoxybenzylidene)amino]-1,3,4-thiadiazol-2-yl}catechol COC=1C=C(C=NC2=NN=C(S2)C=2C=C(C(O)=CC2)O)C=C(C1)OC